5-((BENZYLOXYCARBONYLAMINO)METHYL)THIOPHENE-2-BORONIC ACID C(C1=CC=CC=C1)OC(=O)NCC1=CC=C(S1)B(O)O